4-(3-(Cyclopentylmethyl)-3-(dimethylamino)piperidin-1-yl)-N-(2,4-dimethoxybenzyl)-2,6-difluoro-N-(pyrimidin-4-yl)benzenesulfonamide C1(CCCC1)CC1(CN(CCC1)C1=CC(=C(C(=C1)F)S(=O)(=O)N(C1=NC=NC=C1)CC1=C(C=C(C=C1)OC)OC)F)N(C)C